rac-benzyl N-[(1S*,3S*)-3-hydroxycyclopentyl]carbamate O[C@@H]1C[C@H](CC1)NC(OCC1=CC=CC=C1)=O |r|